2-((2S)-1-acryloyl-4-(7-(8-chloronaphthalen-1-yl)-4-(3-(dimethylamino)-3-methylazetidin-1-yl)-6-fluoro-8-methyl-1H-imidazo[4,5-c]quinolin-1-yl)piperidin-2-yl)acetonitrile C(C=C)(=O)N1[C@@H](CC(CC1)N1C=NC=2C(=NC=3C(=C(C(=CC3C21)C)C2=CC=CC1=CC=CC(=C21)Cl)F)N2CC(C2)(C)N(C)C)CC#N